[Al].[Al] Aluminium-aluminum